(5-(3-(3-(2-(3-Bromophenyl)pent-4-en-2-yl)-1-methyl-1H-1,2,4-triazol-5-yl)-4-fluorophenoxy)-6-fluoro-1-(phenylsulfonyl)-1H-indol-4-yl)methyl acetate C(C)(=O)OCC1=C2C=CN(C2=CC(=C1OC1=CC(=C(C=C1)F)C1=NC(=NN1C)C(C)(CC=C)C1=CC(=CC=C1)Br)F)S(=O)(=O)C1=CC=CC=C1